FC=1C=C2C=NN(C2=CC1C=1C=2C(=NN(C2C=CC1)CC(=O)NCC(=O)NCC(=O)OC)C)C(CCC(=O)O)=O 4-(5'-fluoro-1-(2-((2-((2-methoxy-2-oxoethyl)amino)-2-oxoethyl)amino)-2-oxoethyl)-3-methyl-1H,1'H-[4,6'-biindazol]-1'-yl)-4-oxobutanoic acid